4-(3-chloro-4-(3-cyclopropylureido)phenoxy)-7-methoxyquinoline-6-carboxylic acid ClC=1C=C(OC2=CC=NC3=CC(=C(C=C23)C(=O)O)OC)C=CC1NC(=O)NC1CC1